C(C1CO1)OC(CCCCCCCCCCCC#CCCCCCCCC)=O behenolic acid glycidyl ester